2-((6E,10E)-3-hydroxy-3,7,11,15-tetramethylhexadeca-6,10,14-trien-1-yl)-3,5,6-trimethylcyclohexa-2,5-diene-1,4-dione OC(CCC=1C(C(=C(C(C1C)=O)C)C)=O)(CC\C=C(\CC\C=C(\CCC=C(C)C)/C)/C)C